((2s,5s,6r)-5-hydroxy-4-methylene-6-vinyltetrahydro-2H-pyran-2-yl)acetic acid methyl ester COC(C[C@H]1O[C@@H]([C@H](C(C1)=C)O)C=C)=O